C(C)(C)OC1=C(C(=CC=C1)OC(C)C)C1=CC=CC=C1 2',6'-di-i-propoxy-1,1'-biphenyl